2,5-dichloro-3-((4-methoxybenzyl)carbamoyl)benzenesulfonyl chloride ClC1=C(C=C(C=C1C(NCC1=CC=C(C=C1)OC)=O)Cl)S(=O)(=O)Cl